[5-[3-chloro-6-fluoro-2-[(E)-2-[4-(1,2,4-triazol-1-yl) phenyl] vinyl] phenyl]-1,3-dimethyl-6-oxo-pyridazin-4-yl] 2-methylpropionate CC(C(=O)OC=1C(=NN(C(C1C1=C(C(=CC=C1F)Cl)\C=C\C1=CC=C(C=C1)N1N=CN=C1)=O)C)C)C